2-((2S,4S)-1-acryloyl-4-(6,8-dichloro-7-(6-fluoroquinolin-8-yl)-4-(((S)-1-methylpyrrolidin-2-yl)methoxy)-1H-[1,2,3]triazolo[4,5-c]quinolin-1-yl)piperidin-2-yl)acetonitrile C(C=C)(=O)N1[C@@H](C[C@H](CC1)N1N=NC=2C(=NC=3C(=C(C(=CC3C21)Cl)C=2C=C(C=C1C=CC=NC21)F)Cl)OC[C@H]2N(CCC2)C)CC#N